1-ethyl-4-{4-[E-(3-hydroxypropyl)-3-methyl-1H-pyrazol-5-yl]-1-methyl-1H-imidazol-2-yl}-1H-pyrazolo[4,3-c]pyridine-6-carboxamide C(C)N1N=CC=2C(=NC(=CC21)C(=O)N)C=2N(C=C(N2)C2=CC(=NN2CCCO)C)C